CC1(C(C(CCC1C)C)CCC(CCC)O)C 1-(2,2,3,6-tetramethylcyclohex-1-yl)hexan-3-ol